ClC1=C(C=C(C=C1F)N1C(=CC=2C1=NC=CC2)C(=O)N2CC(C2)F)F (1-(4-Chloro-3,5-difluorophenyl)-1H-pyrrolo[2,3-b]pyridin-2-yl)(3-fluoroazetidin-1-yl)methanone